3-((6-((4-(4-amino-3-(4-phenoxyphenyl)-1H-pyrazolo[3,4-d]pyrimidin-1-yl)piperidin-1-yl)methyl)pyrazin-2-yl)amino)piperidine-2,6-dione NC1=C2C(=NC=N1)N(N=C2C2=CC=C(C=C2)OC2=CC=CC=C2)C2CCN(CC2)CC2=CN=CC(=N2)NC2C(NC(CC2)=O)=O